C\C=C\CCCCCCC trans-dec-2-ene